tert-Butyl 4-(1-aminonaphthalen-2-ylamino)-2-methoxyphenylcarbamate NC1=C(C=CC2=CC=CC=C12)NC1=CC(=C(C=C1)NC(OC(C)(C)C)=O)OC